5-fluoro-2-(trifluoromethyl)phenylacetonitrile FC=1C=CC(=C(C1)CC#N)C(F)(F)F